C(C)(=O)C1=CN(C2=CC=C(C=C12)C1=CN=NC=C1)CC(=O)N1[C@@H](C[C@H](C1)F)C(=O)NC=1C(=NC=CC1)O (2S,4R)-1-(2-(3-acetyl-5-(pyridazin-4-yl)-1H-indol-1-yl)acetyl)-4-fluoro-N-(2-hydroxypyridin-3-yl)pyrrolidine-2-carboxamide